(5-Aminobenzofuran-2-yl)(4-methoxyphenyl)methanone NC=1C=CC2=C(C=C(O2)C(=O)C2=CC=C(C=C2)OC)C1